BrC=1C=C2C(N(C(C2=CC1CN(C)C1CCN(CC1)C1=CC=C(C=C1)[C@H]1[C@H](COC2=CC(=CC=C12)O)C1=CC=CC=C1)=O)C1C(NC(CC1)=O)=O)=O 5-bromo-2-(2,6-dioxopiperidin-3-yl)-6-(((1-(4-((3S,4R)-7-hydroxy-3-phenylchroman-4-yl)phenyl)piperidin-4-yl)(methyl)amino)methyl)isoindoline-1,3-dione